(6-methoxy-3-(6-((tetrahydrofuran-3-yl)oxy)pyridin-3-yl)-1H-pyrazolo[4,3-b]pyridin-5-yl)-2,3-dihydro-1H-inden-2-ol COC=1C=C2C(=NC1C1C(CC3=CC=CC=C13)O)C(=NN2)C=2C=NC(=CC2)OC2COCC2